ClCC=1C(=NN(C1F)C)C(F)(F)F 4-(chloromethyl)-5-fluoro-1-methyl-3-(trifluoromethyl)-1H-pyrazole